N-(5-(6-(4-bromo-6-(trifluoromethyl)pyridin-3-yl)-1-oxo-3,4-dihydroisoquinolin-2(1H)-yl)-2-((2-methoxyethoxy)methoxy)phenyl)methanesulfonamide BrC1=C(C=NC(=C1)C(F)(F)F)C=1C=C2CCN(C(C2=CC1)=O)C=1C=CC(=C(C1)NS(=O)(=O)C)OCOCCOC